ClC=1C=CC(=NC1)C1(OC2=C(O1)C=CC=C2C2CCN(CC2)CC2=NC1=C(N2C[C@H]2OCC2)C=C(C=C1OCC1=CC=CC=C1)C(=O)O)C ((4-(2-(5-chloropyridin-2-yl)-2-methylbenzo[d][1,3]dioxolan-4-yl)piperidin-1-yl)methyl)-4-benzyloxy-1-(((S)-oxetan-2-yl)methyl)-1H-benzo[d]imidazole-6-carboxylic acid